[4-({[8-(6-Methoxy-pyridin-2-yl)-2,3-dihydro-benzo[1,4]dioxin-2-ylmethyl]-amino}-methyl)-piperidin-1-yl]-pyrazin-2-yl-methanone COC1=CC=CC(=N1)C1=CC=CC2=C1OC(CO2)CNCC2CCN(CC2)C(=O)C2=NC=CN=C2